OC1=C(C=CC(=C1)OC(F)(F)F)CN1CCN(CC1)C1=C(C(N(C=2C=CC(=NC12)C(=O)O)C)=O)C(=O)O 8-(4-{[2-hydroxy-4-(trifluoromethoxy)phenyl]methyl}piperazin-1-yl)-5-methyl-6-oxo-5,6-dihydro-1,5-naphthyridine-2,7-dicarboxylic acid